N1C(=NCC1)C1(CC(CCC1)C=1C=C(C(=CC1)C(F)(F)F)C1=CC=CC=C1)O 1-(4,5-dihydro-1H-imidazol-2-yl)-3-(6-(trifluoromethyl)-[1,1'-biphenyl]-3-yl)cyclohexan-1-ol